ClC1=C(C=CC2=C1C=C(O2)C(=O)O)N2CCN(CC2)CC2=C(C=CC=C2)O 4-chloro-5-[4-(2-hydroxy-benzyl)-piperazin-1-yl]-benzofuran-2-carboxylic acid